4-(2-isopropylphenyl)thiazol-2-amine C(C)(C)C1=C(C=CC=C1)C=1N=C(SC1)N